titanium nitrocarbon [N+](=O)([O-])[C].[Ti]